(4-((4-(1-Phenethyl-3-(pyridin-3-yl)-1H-pyrazol-4-yl)pyrimidin-2-yl)amino)phenyl)(piperazin-1-yl)methanone C(CC1=CC=CC=C1)N1N=C(C(=C1)C1=NC(=NC=C1)NC1=CC=C(C=C1)C(=O)N1CCNCC1)C=1C=NC=CC1